tert-butyl (R,E)-(1-(3-chloro-5-((quinoxalin-6-ylmethylene)amino)pyridin-4-yl)pyrrolidin-3-yl)carbamate ClC=1C=NC=C(C1N1C[C@@H](CC1)NC(OC(C)(C)C)=O)/N=C/C=1C=C2N=CC=NC2=CC1